CC1=C(CO)C=CC(=C1)O 2-methyl-4-hydroxybenzyl alcohol